CC1=C(C=C2CCCOC2=C1)N 7-Methylchroman-6-amine